5-chloro-3-ethylsulfanyl-N'-hydroxy-pyridine-2-carboxamidine ClC=1C=C(C(=NC1)C(=NO)N)SCC